3-(1-oxo-5-(6-(p-tolyl)-2-azaspiro[3.3]heptane-2-carbonyl)isoindolin-2-yl)piperidine-2,6-dione O=C1N(CC2=CC(=CC=C12)C(=O)N1CC2(C1)CC(C2)C2=CC=C(C=C2)C)C2C(NC(CC2)=O)=O